C1(CC1)C1=CC=C2CC(C(C2=C1)=O)C 6-cyclopropyl-2-methyl-2,3-dihydro-1H-inden-1-one